[N+](=O)([O-])C1=C(C=C(C(=C1)C(=O)NCCC1=CC(=C(C(=C1)O)O)O)[N+](=O)[O-])C(=O)NCCC1=CC(=C(C(=C1)O)O)O 2,5-dinitro-N1,N4-bis(3,4,5-trihydroxyphenyl-ethyl)-1,4-benzenedicarboxamide